ClC1=NC=C(C(=C1)C1=C(C=NC(=C1)C)C(=O)NC=1SC2=C(N1)CN(C2)C(=O)C2=NC=CC(=N2)C(F)(F)F)OC 2'-chloro-5'-methoxy-6-methyl-N-(5-(4-(trifluoromethyl)pyrimidine-2-carbonyl)-5,6-dihydro-4H-pyrrolo[3,4-d]thiazol-2-yl)-[4,4'-bipyridine]-3-carboxamide